4-((2-isopropylphenyl)amino)pyrrolidin-2-one C(C)(C)C1=C(C=CC=C1)NC1CC(NC1)=O